4-(3-bromo-4-oxo-2-(trifluoromethyl)-4H-pyrido[1,2-a]pyrimidin-9-yl)-N-((3R)-tetrahydrofuran-3-yl)benzamide BrC1=C(N=C2N(C1=O)C=CC=C2C2=CC=C(C(=O)N[C@H]1COCC1)C=C2)C(F)(F)F